(6-fluoro-1H-indol-3-yl)(4-(2-(triethylsilyloxy)butan-2-yl)thiazol-2-yl)methanone FC1=CC=C2C(=CNC2=C1)C(=O)C=1SC=C(N1)C(C)(CC)O[Si](CC)(CC)CC